N-[2-[3-(3,4-Dihydroxyphenyl)prop-2-enoyl]phenyl]-3-hydroxybenzenesulfonamide OC=1C=C(C=CC1O)C=CC(=O)C1=C(C=CC=C1)NS(=O)(=O)C1=CC(=CC=C1)O